C(C)(C)(C)OC(=O)C=1C=CC2=C(N(C(=N2)CC2=C(C=C(C(=C2)F)Br)CO)CCOC)C1 2-(4-bromo-5-fluoro-2-(hydroxymethyl)benzyl)-1-(2-methoxyethyl)-1H-benzo[d]Imidazole-6-carboxylic acid tert-butyl ester